ClC1=C(C(=CC(=C1)NC([C@H](COC)C1=CC=C(C=C1)S(=O)(=O)CC)=O)Cl)C1=C(C=CC=C1)OC(F)(F)F (S)-N-(2,6-dichloro-2'-(trifluoromethoxy)-[1,1'-biphenyl]-4-yl)-2-(4-(ethylsulfonyl)phenyl)-3-methoxypropionamide